n-propyl-aluminum dihydride C(CC)[AlH2]